ClC1=NC=CC2=C1C(=NN2)C=O 4-chloro-1H-pyrazolo[4,3-c]Pyridine-3-carbaldehyde